C[C@H]1C/C(=C/[C@H]2C=C([C@H]([C@@H]3[C@]2(C(=O)N[C@H]3CC(C)C)OC(=O)/C=C\\[C@H]([C@H]1O)O)C)C)/C The molecule is a cytochalasin isolated from a fungus Phoma sp. that has been shown to possess potent inhibitory activity against HT-29 colonic adenocarcinoma cells. It has a role as an antineoplastic agent and a fungal metabolite. It is a macrolide antibiotic, an organic heterotricyclic compound and a cytochalasin.